Methyl m-[(1-{(S)-2-[(S)-4-acetyl-3-isobutyl-2-oxo-1-piperazinyl]-4-methylvaleryl}-4-piperidyl)meth-oxy]benzoate C(C)(=O)N1[C@H](C(N(CC1)[C@H](C(=O)N1CCC(CC1)COC=1C=C(C(=O)OC)C=CC1)CC(C)C)=O)CC(C)C